C(#C)C=1C(=CC=C2CCCN(C12)C1=C(C=2N=C(N=C(C2C=N1)NCC1(CCCC1)N(C(C=C)=O)C)OC[C@H]1N(CCC1)C)F)F (S)-N-(1-(((7-(8-ethynyl-7-fluoro-3,4-dihydroquinolin-1(2H)-yl)-8-fluoro-2-((1-methylpyrrolidin-2-yl)methoxy)pyrido[4,3-d]pyrimidin-4-yl)amino)methyl)cyclopentyl)-N-methylacrylamide